3-(4-{6-[2-hydroxy-2-(4-hydroxy-3-hydroxymethyl-phenyl)-ethylamino]-hexyl-oxy}-butyl)-benzenesulfonamide OC(CNCCCCCCOCCCCC=1C=C(C=CC1)S(=O)(=O)N)C1=CC(=C(C=C1)O)CO